(4-((tert-Butoxycarbonyl)amino)benzyl)-2-butyl-1H-imidazo[4,5-c]Quinoline 5-oxide C(C)(C)(C)OC(=O)NC1=CC=C(CN2C(=NC=3C=[N+](C=4C=CC=CC4C32)[O-])CCCC)C=C1